C(C)OCC1=C(C=CC=C1)C=1C(=CC=CC1)C=1C=CC=C(C1S(=O)(=O)NC(NCCC)=O)N 2'-(ethoxymethyl)-N-(propylcarbamoyl)-[1,1'-biphenyl]-2-sulfanilamide